C(C)S(=O)(=O)N1CC(=CC1)C1=CC=C2C=C(C(=C(C2=C1)F)N1CC(NS1(=O)=O)=O)O 5-{7-[1-(ethanesulfonyl)-2,5-dihydro-1H-pyrrol-3-yl]-1-fluoro-3-hydroxynaphthalen-2-yl}-1λ6,2,5-thiadiazolidine-1,1,3-trione